C(C1=CC=CC=C1)N1C=2C=CC=CC2CC2=CC=CC=C12 10-benzylacridine